2-methyl-N-((R)-1-(naphthalen-1-yl)ethyl)-5-((((R)-pyrrolidin-2-yl)methyl)amino)benzamide methyl-8-[2-(11-{[4-(dimethylamino)butanoyl]oxy}icosyl)cyclopropyl]octanoate COC(CCCCCCCC1C(C1)CCCCCCCCCCC(CCCCCCCCC)OC(CCCN(C)C)=O)=O.CC1=C(C(=O)N[C@H](C)C2=CC=CC3=CC=CC=C23)C=C(C=C1)NC[C@@H]1NCCC1